C(C)(C)(C)OC(=O)NCCOCCOCCOCCOCCOCCOCCOCCOCCOC1=CC=C(C(=O)O)C=C1 4-[2-[2-[2-[2-[2-[2-[2-[2-[2-(tert-butoxycarbonylamino)ethoxy]ethoxy]ethoxy]ethoxy]-ethoxy]ethoxy]ethoxy]ethoxy]ethoxy]benzoic acid